FC1=CC(=C(OC=2N=NC(=CC2C(=O)NC2CNCCC2)C(F)(F)F)C=C1)C 3-(4-fluoro-2-methylphenoxy)-N-(piperidin-3-yl)-6-(trifluoromethyl)pyridazine-4-carboxamide